FC(C12CC(C1)C2)(F)F 3-(trifluoromethyl)bicyclo[1.1.1]pentan